Tetrahydro-2H-pyran-4-yl(8-amino-6-(4-cyano-5-methyl-3,4-dihydro-2H-pyrano[2,3-b]pyridin-6-yl)-7-fluoroisoquinolin-3-yl)carbamate O1CCC(CC1)OC(NC=1N=CC2=C(C(=C(C=C2C1)C=1C(=C2C(=NC1)OCCC2C#N)C)F)N)=O